C(CCCCCCC)(=O)OCCN(C(C1=CC=CC=C1)=O)C(CCC)(CCC)C(=O)OCC(=O)C1=CC=C(C=C1)Br 2-(N-(4-((2-(4-bromophenyl)-2-oxoethoxy)carbonyl)heptan-4-yl)benzamido)ethyl octanoate